perfluoro-n-octyl-sulfonic acid FC(C(C(C(C(C(C(C(F)(F)F)(F)F)(F)F)(F)F)(F)F)(F)F)(F)F)(S(=O)(=O)O)F